1-(6-formyl-5-((4-methyl-2-oxopiperazin-1-yl)methyl)pyridin-2-yl)-1-methylurea C(=O)C1=C(C=CC(=N1)N(C(=O)N)C)CN1C(CN(CC1)C)=O